(3S,4R,5R,6S)-1-{6-[(3-ethoxy-4-fluorobenzyl)oxy]hexyl}-3,4,5,6-azepanetetrol C(C)OC=1C=C(COCCCCCCN2C[C@@H]([C@H]([C@@H]([C@H](C2)O)O)O)O)C=CC1F